N-(2-(4,4-difluorocyclohexyl)-4-(2,5-difluorophenyl)pyridin-3-yl)-2-methoxypyrimidine FC1(CCC(CC1)C1=NC=CC(=C1N1C(N=CC=C1)OC)C1=C(C=CC(=C1)F)F)F